C(CCCCCCCCCCC)C1C(N(C(C1)=O)C1CC(NC(C1)(C)C)(C)C)=O 3-dodecyl-1-(2,2,6,6-tetramethyl-4-piperidinyl)pyrrolidine-2,5-dione